4-[(E)-3-(4-Chlorophenyl)prop-2-enoyl]-3-propan-2-yloxybenzoic acid ClC1=CC=C(C=C1)/C=C/C(=O)C1=C(C=C(C(=O)O)C=C1)OC(C)C